FC1=C(C=CC=C1C=1C=CC=C2C=NC(=NC12)NC1=CC=C(C=C1)N1CCN(CC1)C)NC(C=C)=O N-(2-fluoro-3-(2-((4-(4-methylpiperazin-1-yl)phenyl)amino)quinazolin-8-yl)phenyl)acrylamide